6-chloro-4-(trifluoromethyl)pyridine-2-carboxylic acid methyl ester COC(=O)C1=NC(=CC(=C1)C(F)(F)F)Cl